[1,1-Biphenyl]-4-yl-(hydroxy)phenylacetic acid C1(=CC=C(C=C1)C(C(=O)O)(C1=CC=CC=C1)O)C1=CC=CC=C1